COC(CCC(=O)N(CCO)CCO)=O.NC1=C2C(=NC=N1)N(N=C2C2=CC(=CC(=C2)OC)F)CC=2OC1=CC=CC=C1C(C2C2=CC=CC=C2)=O 2-((4-amino-3-(3-fluoro-5-methoxyphenyl)-1H-pyrazolo[3,4-d]pyrimidin-1-yl)methyl)-3-phenyl-4H-chromen-4-one methyl-4-(bis(2-hydroxyethyl)amino)-4-oxobutanoate